NC1=CC=C(CN2CCC(CC2)N2CCC(CC2)COC2=CC(=C3C(NC(=NC3=C2)CSC2CCOCC2)=O)F)C=C1 7-((1'-(4-aminobenzyl)-[1,4'-bipiperidin]-4-yl)methoxy)-5-fluoro-2-(((tetrahydro-2H-pyran-4-yl)thio)methyl)quinazolin-4(3H)-one